S(N)(=O)(=O)C1=CC(=CO1)C(=O)OCC ethyl 5-sulfamoylfuran-3-carboxylate